ClC=1C=C(C=CC1Cl)N1C(N(C(C2=CC(=CC=C12)I)=O)C=1C=NC=CC1)=O 1-(3,4-dichlorophenyl)-6-iodo-3-(pyridin-3-yl)quinazoline-2,4(1H,3H)-dione